CNC(=O)C1=CC(=CC=2[C@H](COC21)C2=CC=CC=C2)C(=O)NC2CN(C2)S(=O)(=O)C |r| (+/-)-N7-methyl-N5-(1-(methylsulfonyl)azetidin-3-yl)-3-phenyl-2,3-dihydrobenzofuran-5,7-dicarboxamide